C(C)C1=CC2=C(C=C1O)C1(CCC1)OC1=CC(=CC=C21)O 9-ethylspiro[benzo[c]chromene-6,1'-cyclobutane]-3,8-diol